C1=CC=CC=2C3=CC=CC=C3C(C12)COC(=O)N1C[C@](C[C@H]1C(=O)OC(C)(C)C)(C(=O)O)NCCC(C)C (3R,5S)-1-(((9H-fluoren-9-yl)methoxy)carbonyl)-5-(tert-butoxycarbonyl)-3-(isopentylamino)pyrrolidine-3-carboxylic acid